CN(C1(CCOCC1)CNC(C1=CC(=C(C(=C1)OC)O)OC)=O)C N-((4-(dimethylamino)tetrahydro-2H-pyran-4-yl)methyl)-4-hydroxy-3,5-dimethoxybenzamide